ClC1=CNC=2N=C(N=C(C21)N[C@H]2COCC2)NC2=C(C=C(C=C2)S(=O)(=O)N2CCOCC2)OC (R)-5-chloro-N2-(2-methoxy-4-(morpholinosulfonyl)phenyl)-N4-(tetrahydrofuran-3-yl)-7H-pyrrolo[2,3-d]pyrimidine-2,4-diamine